FC1=C(C=CC(=C1)C(F)(F)F)CCC1CN(C1)C(=O)N1C[C@@H]2[C@H](OCC(N2)=O)CC1 (-)-trans-6-[3-[2-[2-Fluoro-4-(trifluoromethyl)phenyl]ethyl]azetidine-1-carbonyl]-4,4a,5,7,8,8a-hexahydropyrido[4,3-b][1,4]oxazin-3-one